BrC1=C(C=C2C(N(C(C2=C1)=O)C1C(NC(CC1)=O)=O)=O)CN1CCC(CC1)C(=O)NC1=NC=C(C(=C1)C1=C2N(N=C1)CC(C2)(C)C)Cl 1-((6-bromo-2-(2,6-dioxopiperidin-3-yl)-1,3-dioxoisoindolin-5-yl)methyl)-N-(5-chloro-4-(5,5-dimethyl-5,6-dihydro-4H-pyrrolo[1,2-b]pyrazol-3-yl)pyridin-2-yl)piperidine-4-carboxamide